4-chloro-1-((7-((R)-3-cyclohexyl-2-methylpropanoyl)-10-hydroxy-7-azaspiro[4.5]decan-10-yl)methyl)-N,N-dimethyl-6-oxo-1,6-dihydropyridine-3-carboxamide ClC=1C(=CN(C(C1)=O)CC1(CCN(CC12CCCC2)C([C@@H](CC2CCCCC2)C)=O)O)C(=O)N(C)C